CN1CCN(CC1)S(=O)(=O)NC=1C=C(C=CC1)NC1=NC=CC=N1 2-((3-(4-methylpiperazine-1-sulfonylamino)phenyl)amino)pyrimidine